2-(1H-indol-1-yl)anilinO-hexyl-hydroxylamine N1(C=CC2=CC=CC=C12)C1=C(NN(O)CCCCCC)C=CC=C1